N-(2-chlorophenyl)-4-((2-((4-((4-(2-(4-(4-(2,6-dioxopiperidin-3-yl)phenyl)piperazin-1-yl)ethyl)piperidin-1-yl)carbamoyl)phenyl)amino)-5-fluoropyrimidin-4-yl)oxy)benzamide ClC1=C(C=CC=C1)NC(C1=CC=C(C=C1)OC1=NC(=NC=C1F)NC1=CC=C(C=C1)C(NN1CCC(CC1)CCN1CCN(CC1)C1=CC=C(C=C1)C1C(NC(CC1)=O)=O)=O)=O